ethyl 3-(dimethylamino)-2-[(3-methoxyphenyl)carbonyl]prop-2-enoate CN(C=C(C(=O)OCC)C(=O)C1=CC(=CC=C1)OC)C